FC=1C=C(C(=NC1)OC=1C=CC=2N(C1)C(=C(N2)C(=O)NCC2(CS(C2)(=O)=O)C)C)OCC(F)(F)F 6-[[5-fluoro-3-(2,2,2-trifluoroethoxy)-2-pyridyl]oxy]-3-methyl-N-[(3-methyl-1,1-dioxo-thietan-3-yl)methyl]imidazo[1,2-a]pyridine-2-carboxamide